isothiocyanoacetylene N(=C=S)C#C